[N+](=O)([O-])C1=CC=C(C(=O)N2CC(CCC2)C(=O)O)C=C1 1-(4-nitrobenzoyl)piperidine-3-carboxylic acid